((1r,4S)-4-methoxy-4-(trifluoromethyl)cyclohexyl)-4-(5-(6-methylpyrimidin-4-yl)-1H-pyrazole-3-carbonyl)-4-azaspiro[2.5]octane-7-carboxamide COC1(CCC(CC1)C1CC12N(CCC(C2)C(=O)N)C(=O)C2=NNC(=C2)C2=NC=NC(=C2)C)C(F)(F)F